C(C)(C)(C)OC(=O)N1CCC(CC1)CN1CCN(CC1)C1=CC(=CC=C1)C=1C(=NC(=CC1)OCC1=CC=CC=C1)OCC1=CC=CC=C1 Tert-butyl-4-[[4-[3-(2,6-dibenzyloxy-3-pyridyl)phenyl]piperazin-1-yl]methyl]piperidine-1-carboxylate